N-[(4-chlorophenyl)methyl]-8-[[1-(2,3-dihydroxy-1,1-dimethyl-propyl)sulfonylcyclopropyl]methoxy]-1-methyl-2-oxo-1,5-naphthyridine-3-carboxamide ClC1=CC=C(C=C1)CNC(=O)C=1C(N(C2=C(C=CN=C2C1)OCC1(CC1)S(=O)(=O)C(C(CO)O)(C)C)C)=O